C(C=C)OC1=CC(=CC2=C1OC(O2)(C2=CC=CC=C2)C2=CC=CC=C2)C(=O)O 7-(allyloxy)-2,2-diphenylbenzo[d][1,3]dioxole-5-carboxylic acid